1-Hexyl-3-propylpyridinium chlorid [Cl-].C(CCCCC)[N+]1=CC(=CC=C1)CCC